C1N(CCC2=CC=CC=C12)C[C@H](CN1C(C2=CC=C(C=C2CC1)N1CCN(CC1)C#N)=O)O 4-[2-[(2R)-3-(3,4-Dihydro-1H-isochinolin-2-yl)-2-hydroxy-propyl]-1-oxo-3,4-dihydroisochinolin-6-yl]piperazin-1-carbonitril